sodium β-naphthalenesulfinate C1=C(C=CC2=CC=CC=C12)S(=O)[O-].[Na+]